ClC1=C(C(=CC=C1Cl)O)[C@H]([C@@H]1CCN(CCC1)C(=O)C1CN(CC1)C(=O)[O-])O 3-[(4S)-4-[(S)-(2,3-dichloro-6-hydroxyphenyl) (hydroxy) methyl]Azepane-1-carbonyl]Pyrrolidine-1-carboxylate